ClC1=CC(N(S1(=O)=O)CCOC(C(=O)O)C)=O 2-(2-(5-chloro-1,1-dioxido-3-oxoisothiazol-2(3H)-yl)ethoxy)propionic acid